FC(C(=O)O[P+](C1=CC=CC=C1)(C1=CC=CC=C1)C1=CC=CC=C1)F triphenylphosphoniumyl difluoroacetate